NC1=NN(C=C1)CC[C@H](C)O (S)-4-(3-amino-1H-pyrazol-1-yl)butan-2-ol